3-[4-(difluoromethanesulfonamido)-3-[(1S)-1-(4-fluorophenyl)ethoxy]phenyl]-5-{[6-(trifluoromethyl)pyridin-2-yl]amino}-1H-pyrazole-4-carboxamide FC(S(=O)(=O)NC1=C(C=C(C=C1)C1=NNC(=C1C(=O)N)NC1=NC(=CC=C1)C(F)(F)F)O[C@@H](C)C1=CC=C(C=C1)F)F